BrC=1C(=C(C=CC1)NC(=O)C=1N(C2=C(CNCC2)N1)C)C N-(3-bromo-2-methyl-phenyl)-1-methyl-4,5,6,7-tetrahydroimidazo[4,5-c]pyridine-2-carboxamide